CC1=NC=C(C=N1)NC(O[C@@H](COC1=C(C=C2C(=N1)SC(=N2)Cl)F)C)=O (R)-1-((2-chloro-6-fluorothiazolo[5,4-b]pyridin-5-yl)oxy)propan-2-yl (2-methylpyrimidin-5-yl)carbamate